FC1=CC2=C(C=CO2)C=C1 6-fluoro-1-benzofuran